methyl (Z)-N-(3-methoxy-4-((3-(4-methoxy-3-(pentyloxy)phenyl)-2-oxotetrahydropyrimidin-1(2H)-yl)methyl)benzyl)acetimidate COC=1C=C(C\N=C(\C)/OC)C=CC1CN1C(N(CCC1)C1=CC(=C(C=C1)OC)OCCCCC)=O